1-methyl-3-(pentafluoroethyl)4-trifluoromethyl-1H-pyrazole-5-carboxamide CN1N=C(C(=C1C(=O)N)C(F)(F)F)C(C(F)(F)F)(F)F